C1(CC1)C1=C(C=C(C=N1)CC(=O)N[C@H](C)C=1C=C2C(=CN1)N(N=C2)CC(F)(F)F)F (R)-2-(6-cyclopropyl-5-fluoropyridin-3-yl)-N-(1-(1-(2,2,2-trifluoroethyl)-1H-pyrazolo[3,4-c]pyridin-5-yl)ethyl)acetamide